ClCCCC(=O)N(C)C1=NN(C=2CCCCC12)C(CCCCl)=O 4-chloro-N-[1-(4-chlorobutyryl)-4,5,6,7-tetrahydroindazol-3-yl]-N-methyl-butyramide